4-(2-phenylhexyl)resorcinol C1(=CC=CC=C1)C(CC1=C(C=C(O)C=C1)O)CCCC